4-(2-chloro-3-((3R,9aS)-3-(3-chloro-4-fluorophenyl)octahydropyrazino[2,1-c][1,4]oxazine-8-carbonyl)-5-fluorophenyl)pyridin-2(1H)-one ClC1=C(C=C(C=C1C(=O)N1C[C@H]2CO[C@@H](CN2CC1)C1=CC(=C(C=C1)F)Cl)F)C1=CC(NC=C1)=O